COC1=CC=C(CC2=NN(C(=N2)C2OCCCC2)C2CCN(CC2)C)C=C1 4-(3-(4-methoxybenzyl)-5-(tetrahydro-2H-pyran-2-yl)-1H-1,2,4-triazol-1-yl)-1-methylpiperidine